1,4-bis(2-isocyanatopropanyl)benzene N(=C=O)C(CC1=CC=C(C=C1)CC(C)N=C=O)C